1-Benzyl-5-(4-(benzyloxy)phenyl)-3,4-dimethyl-3-((phenylseleno)methyl)-1H-pyrrol-2(3H)-one C(C1=CC=CC=C1)N1C(C(C(=C1C1=CC=C(C=C1)OCC1=CC=CC=C1)C)(C[Se]C1=CC=CC=C1)C)=O